The molecule is a malate ester obtained by the formal condensation of the two carboxy groups of malic acid with two molecules of ethanol respectively. It has a role as a metabolite. CCOC(=O)CC(C(=O)OCC)O